ClC=1C=C2C(=C(C(=NC2=C(C1)F)O)C#N)N1C[C@@H](NCC1)CC#N 6-chloro-4-((S)-3-(cyanomethyl)piperazin-1-yl)-8-fluoro-2-hydroxyquinoline-3-carbonitrile